BrC1=CC=C(C=C1)C1COC2CC2N1C(=O)OC(C)(C)C tert-Butyl 4-(4-bromophenyl)-2-oxa-5-azabicyclo[4.1.0]heptane-5-carboxylate